CON(C(=O)C1CC2=CC=CC=C2CC1)C N-methoxy-N-methyl-1,2,3,4-tetrahydronaphthalene-2-carboxamide